CC=CC(=O)OCCC[Si](Cl)(C)C 3-methylacryloxypropyl-dimethylchlorosilane